Tetradecahydro-4,7-phenanthroline C1CCNC2CCC3NCCCC3C12